C(\C=C\C(=O)[O-])(=O)[O-].[N+](=O)([O-])C1=C(COC(=O)N2C=[NH+]C=C2)C=CC=C1.[N+](=O)([O-])C1=C(COC(=O)N2C=[NH+]C=C2)C=CC=C1 N-(2-nitrobenzyloxycarbonyl)imidazolium fumarate